(N,N-dimethylcarboxamide) benzyl-carbamate C(C1=CC=CC=C1)NC(O)=O.CN(C=O)C